C1(CC1)C[C@@H](C(=O)N(C)OC)NC(OCC1C2=CC=CC=C2C=2C=CC=CC12)=O (9H-fluoren-9-yl)methyl (S)-(3-cyclopropyl-1-(methoxy(methyl)amino)-1-oxopropan-2-yl)carbamate